N(C1=CC=CC=C1)S(=O)(=O)[O-] ANILINESULFONATE